((3R,5R)-1-cyano-5-methylpyrrolidin-3-yl)propenamide C(#N)N1C[C@H](C[C@H]1C)C(C(=O)N)=C